B1(OB2OB(OB(O1)O2)O)O tetraboric acid